tert-butyl 1-(1-oxo-1,3-dihydroisobenzofuran-5-yl)cyclobutane-1-carboxylate O=C1OCC2=CC(=CC=C12)C1(CCC1)C(=O)OC(C)(C)C